ClC1=C(C=NN1C)S(=O)(=O)N1CC(=C(CC1)C=1C(=CC=2N(C1)N=CN2)C)C#N 1-((5-chloro-1-methyl-1H-pyrazol-4-yl)sulfonyl)-4-(7-methyl-[1,2,4]triazolo[1,5-a]pyridin-6-yl)-1,2,5,6-tetrahydropyridine-3-carbonitrile